COCCC[N+]1(CCCCC1)[O-] 1-(3-methoxypropyl)piperidine-1-oxide